(2S,4R)-1-(9H-fluoren-9-ylmethoxycarbonyl)-4-phenylpyrrolidin-2-carboxylic acid C1=CC=CC=2C3=CC=CC=C3C(C12)COC(=O)N1[C@@H](C[C@@H](C1)C1=CC=CC=C1)C(=O)O